(5α,6α)-17-(cyclobutylmethyl)-4,5-epoxy-morphinan-3,6,14-triol hydrochloride Cl.C1(CCC1)CN1[C@H]2[C@@]3(CC[C@@H]([C@H]4[C@@]3(C=3C(=C(C=CC3C2)O)O4)CC1)O)O